diethyl 2-dodecylmalonate C(CCCCCCCCCCC)C(C(=O)OCC)C(=O)OCC